ClC1=CC=C2C(=N1)NC=C2S(=O)(=O)NC2=NC=C(C(=N2)OC)CC(F)F 6-chloro-N-[5-(2,2-difluoroethyl)-4-methoxy-pyrimidin-2-yl]-1H-pyrrolo[2,3-b]pyridine-3-sulfonamide